C1C=CN2C1C=NC1=C(C2=O)C=CC=C1 1H-pyrrolo[2,1-c][1,4]benzodiazepine-5(11aH)-one